tert-butyl N-[(1R)-1-[[6-(2-naphthyloxy)-2-pyridyl]carbamoyl]propyl]carbamate C1=C(C=CC2=CC=CC=C12)OC1=CC=CC(=N1)NC(=O)[C@@H](CC)NC(OC(C)(C)C)=O